FC1=C(C=C(C(=C1)N1CCC2(CC2)CC1)C=1C2=C(C(N(C1)C([2H])([2H])[2H])=O)NC=C2)S(=O)(=O)N 2-fluoro-5-(6-trideuteromethyl-7-oxo-6,7-dihydro-1H-pyrrolo[2,3-c]pyridin-4-yl)-4-(6-aza-spiro[2.5]octan-6-yl)benzenesulfonamide